3-Bromo-4-methyl-N-(4-(pyrrolidin-1-ylsulfonyl)phenyl)benzamide BrC=1C=C(C(=O)NC2=CC=C(C=C2)S(=O)(=O)N2CCCC2)C=CC1C